N-(4-Aminophenyl)sulfonyl-6-tert-butyl-2-(cyclohexen-1-yl)pyridin-3-carboxamid NC1=CC=C(C=C1)S(=O)(=O)NC(=O)C=1C(=NC(=CC1)C(C)(C)C)C1=CCCCC1